N1=CC=CC=C1.[N+](=O)([O-])C1=C(C(C(=O)O)=C(C=C1)[N+](=O)[O-])C(=O)O 3,6-dinitrophthalic acid pyridine salt